4-butyl-furfural C(CCC)C=1C=C(C=O)OC1